C(C)(C)(C)C=1C=C(C(=CC1O)C)C(CCC)C=1C(=CC(=C(C1)C(C)(C)C)O)C 6,6'-di-tert-butyl-4,4'-butylidendi-m-cresol